BrC=1C=C(C=CC1)C1(CC2(COC2)C1)C=1N(C(=NN1)S)C 5-(6-(3-bromophenyl)-2-oxaspiro[3.3]heptane-6-yl)-4-methyl-4H-1,2,4-triazole-3-thiol